C(CN(CCC(=O)O)CC(=O)O)(=O)O β-alanine-N,N-diacetic acid